O1C(=NC=C1)C(=O)[O-] oxazoleAt